(S)-tert-Butyl 2-(cyanomethyl)-4-(2,7-dichloropyrido[2,3-d]pyrimidin-4-yl)piperazine-1-carboxylate C(#N)C[C@@H]1N(CCN(C1)C=1C2=C(N=C(N1)Cl)N=C(C=C2)Cl)C(=O)OC(C)(C)C